O=C1N(CC2=CC(=CC=C12)C1=CC(=NO1)C1=CC=CC=C1)C1C(NC(CC1)=O)=O 3-(1-Oxo-5-(3-phenylisoxazol-5-yl)isoindolin-2-yl)piperidine-2,6-dione